CC(C#N)(C)C1=CC=C(C=C1)N1C(=NC=2C=NC=3C=CC(=CC3C21)C=2C=NC1=CC=CC=C1C2)C 2-methyl-2-(4-(2-methyl-8-(quinolin-3-yl)-1H-imidazo[4,5-c]quinolin-yl)phenyl)propionitrile